C(C)OC(=O)[C@@H]1OC[C@H](CO1)N(CC1=CC=CC=C1)CC1=CC=CC=C1.CN(C1=CC=C(C(=O)NN)C=C1)C 4-(dimethylamino)benzoyl-hydrazine ethyl-(trans)-5-(dibenzylamino)-1,3-dioxane-2-carboxylate